(3R)-3-(tert-butoxycarbonylamino)butanoic acid C(C)(C)(C)OC(=O)N[C@@H](CC(=O)O)C